FC1(CCC(CC1)CN1C(=NC2=C1C=CC(=C2)C=2C(=NOC2C)C)[C@@H]2CCC(N2)=O)F (S)-5-(1-((4,4-difluorocyclohexyl)methyl)-5-(3,5-dimethylisoxazol-4-yl)-1H-benzo[d]imidazol-2-yl)pyrrolidin-2-one